CC=1SC(=CN1)[C@@H](CC(=O)O)C1(CC1)C(F)(F)F (S)-3-(2-methylthiazol-5-yl)-3-(1-(trifluoromethyl)cyclopropyl)propanoic acid